N-[(4S)-3,4-dihydro-2H-chromen-4-yl]-8-[(3R,5S)-3,5-dimethylpiperidin-1-yl]-4-(propan-2-yl)quinoline-3-carboxamide O1CC[C@@H](C2=CC=CC=C12)NC(=O)C=1C=NC2=C(C=CC=C2C1C(C)C)N1C[C@@H](C[C@@H](C1)C)C